O=[N+]1C2=C(C=C(C1)C(=O)OC)CN(C2)C(=O)OCC2=CC=CC=C2 O6-benzyl O3-methyl 1-oxo-5,7-dihydropyrrolo[3,4-b]pyridin-1-ium-3,6-dicarboxylate